7-((6-bromopyridin-3-yl)oxy)-3-methyl-4H-pyrido[1,2-a]Pyrimidin-4-one BrC1=CC=C(C=N1)OC=1C=CC=2N(C(C(=CN2)C)=O)C1